N1=CNC(C2=C1C=CN2)=O 3,5-dihydro-4H-pyrrolo[3,2-d]pyrimidin-4-one